C1=CC=C(C=2C3=CC=C(C=C3C(=CC12)O)O)O phenanthrene-4,7,9-triol